COC=1C=C(CNC(C(O)[C@H]2N(CCC2)C(CNC(OCC2=CC=CC=C2)=O)=O)=O)C=CC1OC benzyl (2-((2S)-2-(2-((3,4-dimethoxybenzyl)amino)-1-hydroxy-2-oxoethyl)pyrrolidin-1-yl)-2-oxoethyl)carbamate